C1(=CC=CC=C1)S(=O)(=O)NC=1C=C(C=CC1)CCCCOC=1C=C(C=CC1)CCC(=O)O 3-[3-[4-[3-(Benzenesulfonamido)phenyl]butoxy]phenyl]propanoic acid